N-HYDROXYLSUCCINIMID ON1C(CCC1=O)=O